CC=1C(C2=CC=CC(=C2C1)C1=CC(=CC(=C1)C)C)[Zr]C1C(=CC2=C(C=CC=C12)C1=CC(=CC(=C1)C)C)C bis[2-methyl-4-(3,5-dimethylphenyl)-indenyl]zirconium